N1=C(C=CC=C1)N[C@@H](CC(=O)O)C([2H])([2H])[2H] (3R)-3-[(pyridin-2-yl)-amino](4,4,4-2H3)-butanoic acid